C(C)(=O)C1=CC=C(C(=O)N(C)CCOC)C=C1 4-acetyl-N-(2-methoxyethyl)-N-methylbenzamide